1-(3-(2-(3-hydroxynaphthalen-1-yl)isoindolin-5-yl)azetidin-1-yl)prop-2-en-1-one OC=1C=C(C2=CC=CC=C2C1)N1CC2=CC=C(C=C2C1)C1CN(C1)C(C=C)=O